4-(N,N-dimethylamino)benzophenone CN(C)C1=CC=C(C(=O)C2=CC=CC=C2)C=C1